OC1=CC=C(C=C1)N1CCN(CC1)C(=O)C1=CC(=NC=C1)N1CCCCC1 [4-(4-Hydroxyphenyl)piperazin-1-yl]-[2-(1-piperidyl)-4-pyridyl]methanone